4-methylsulfonylbenzenepropanal CS(=O)(=O)C1=CC=C(C=C1)CCC=O